COC(CC1=CC=C(C=C1)CC(=O)NC1=NC(=CN=C1)N1C[C@@H](CCC1)OC1=C(C=CC=C1)OCC)=O.FC1=C(C(=C(C(=C1[B-](C1=C(C(=C(C(=C1F)F)F)F)F)(C1=C(C(=C(C(=C1F)F)F)F)F)C1=C(C(=C(C(=C1F)F)F)F)F)F)F)F)F.C[NH+](C1=CC=CC=C1)C N,N-dimethylanilinium tetrakis(pentaFluorophenyl)borate Methyl-(R)-2-(4-(2-((6-(3-(2-ethoxyphenoxy)piperidin-1-yl)pyrazin-2-yl)amino)-2-oxoethyl)phenyl)acetate